3,5-dibromo-1-(3-tetrahydropyran-2-yloxypropyl)-1,2,4-triazole BrC1=NN(C(=N1)Br)CCCOC1OCCCC1